8-[6-(piperidin-1-yl)pyrazin-2-yl]-2-[6-(trifluoromethyl)pyridin-3-yl]-2,8-diazaspiro[4.5]decane N1(CCCCC1)C1=CN=CC(=N1)N1CCC2(CCN(C2)C=2C=NC(=CC2)C(F)(F)F)CC1